3-fluoro-4-((S)-2-hydroxypropoxy)-N-methylbenzamide FC=1C=C(C(=O)NC)C=CC1OC[C@H](C)O